3-(4-cyano-2-methoxy-phenoxy)-N-[3-(2-methoxyethylsulfamoyl)phenyl]-5-methyl-6-(trifluoromethyl)pyridazine-4-carboxamide C(#N)C1=CC(=C(OC=2N=NC(=C(C2C(=O)NC2=CC(=CC=C2)S(NCCOC)(=O)=O)C)C(F)(F)F)C=C1)OC